C(C)(C)C1=C(NC2=CC=C(C=C12)C1CCN(CC1)C(C)C)C=1C=C(C(N(C1C)C)=O)C 5-(3-isopropyl-5-(1-isopropylpiperidin-4-yl)-1H-indol-2-yl)-1,3,6-trimethylpyridin-2(1H)-one